CCCCC/C=C\C/C=C\C/C=C\C/C=C\CCCCCC(=O)O[C@H](COC(=O)CCCCCCC/C=C\C/C=C\CCCC)COP(=O)([O-])OCC[N+](C)(C)C 1-(9Z,12Z-heptadecadienoyl)-2-(7Z,10Z,13Z,16Z-docosatetraenoyl)-glycero-3-phosphocholine